Lithio 2-(4-bromo-2-fluorophenyl)-7-(pyrimidin-5-yl)pyrazolo[1,5-a]pyrimidine-5-carboxylate BrC1=CC(=C(C=C1)C1=NN2C(N=C(C=C2C=2C=NC=NC2)C(=O)O[Li])=C1)F